[Na+].[Na+].O=C1CC2SCC(N12)C(=O)[O-].O=C1CC2SCC(N12)C(=O)[O-] 7-oxo-4-thia-1-azabicyclo[3.2.0]-heptane-2-carboxylic acid disodium salt